(2R,3S,4S)-4-hydroxy-2-[(4-methoxyphenyl)methyl]pyrrolidin-3-yl N-{3-[(3S)-pyrrolidin-3-yl]propyl}carbamate N1C[C@H](CC1)CCCNC(O[C@H]1[C@H](NC[C@@H]1O)CC1=CC=C(C=C1)OC)=O